tert-butyl 6-[(5-bromo-1-oxo-2,7-naphthyridin-2-yl)methyl]-2-(2-tetrahydropyran-2-yloxyethyl)indole-1-carboxylate BrC1=C2C=CN(C(C2=CN=C1)=O)CC1=CC=C2C=C(N(C2=C1)C(=O)OC(C)(C)C)CCOC1OCCCC1